NC1=CC(=NC=C1)C1N(CCOC1)C(=O)OC(C)(C)C tert-butyl 3-(4-aminopyridin-2-yl)morpholine-4-carboxylate